(R)-2-amino-3-(N,N-dimethylsulfamoyl)-N-((R)-4-phenyl-1-((3aS,4S,6S,7aR)-3a,5,5-trimethylhexahydro-4,6-methanobenzo[d][1,3,2]dioxaborol-2-yl)butyl)propanamide N[C@H](C(=O)N[C@@H](CCCC1=CC=CC=C1)B1O[C@@]2([C@H](O1)C[C@H]1C([C@@H]2C1)(C)C)C)CS(N(C)C)(=O)=O